p-tolyltrimethylphosphonium tetra-methylbenzylphosphonate CC=1C(=C(C(P([O-])([O-])=O)(C)C)C=CC1)C.C1(=CC=C(C=C1)[P+](C)(C)C)C.C1(=CC=C(C=C1)[P+](C)(C)C)C